O1[C@@H](COCC1)COC1=NC(N2C(C3=CC=CC=C3CC2)=C1)=O 2-[[(2S)-1,4-dioxan-2-yl]methoxy]-6,7-dihydropyrimido[6,1-a]isoquinolin-4-one